(3S,4R)-3-fluoro-4-(hydroxymethyl)piperidine-1-carboxylic acid tert-butyl ester C(C)(C)(C)OC(=O)N1C[C@H]([C@H](CC1)CO)F